ClC=1C(=C(OC2CCC(CC2)NC(=O)C=2N=NC(=CC2)N2CCC(CC2)C=O)C=CC1C#N)C N-((1r,4r)-4-(3-chloro-4-cyano-2-methyl-phenoxy)cyclohexyl)-6-(4-formylpiperidin-1-yl)pyridazine-3-carboxamide